N-(trans-4-hydroxycyclohexyl)-2-(3-phenylpropyl)cyclopropane-1-carboxamide O[C@@H]1CC[C@H](CC1)NC(=O)C1C(C1)CCCC1=CC=CC=C1